2-cyano-N-(1-(imidazo[4,5-d]pyrrolo[2,3-b]pyridin-1(6H)-yl)pyrrolidin-3-yl)acetamide C(#N)CC(=O)NC1CN(CC1)N1C=NC=2C1=C1C(=NC2)NC=C1